FC(C(=O)O)(F)F.FC(C(=O)O)(F)F.BrC=1C=C(SC1Cl)CC1CC(NC1)C(=O)N 4-((4-bromo-5-chlorothien-2-yl)methyl)pyrrolidine-2-carboxamide bis-trifluoroacetate